FC(C(=O)O)C=O 2-fluoro-3-oxopropanoic acid